(1s,4s)-N-(3-cyano-4-methoxyphenyl)-4-((3-methoxy-6-methyl-2-nitrobenzyl)amino)cyclohexanecarboxamide C(#N)C=1C=C(C=CC1OC)NC(=O)C1CCC(CC1)NCC1=C(C(=CC=C1C)OC)[N+](=O)[O-]